3,5-dihydroxybenzoyl-hydrazine OC=1C=C(C(=O)NN)C=C(C1)O